COCC1=CC=CC=2C=C(C(OC21)C(F)(F)F)C(=O)[O-] 8-methoxymethyl-2-trifluoromethyl-2H-benzopyran-3-carboxylate